5-Chloro-1-methyl-4-(4,4,5,5-tetramethyl-1,3,2-dioxaborolan-2-yl)-1H-pyrazole ClC1=C(C=NN1C)B1OC(C(O1)(C)C)(C)C